CC1(S(CC1C1=CC=CC=2N1C(=C(N2)C(=O)N)C)(=O)=O)C (2,2-dimethyl-1,1-dioxo-thietan-3-yl)-3-methyl-imidazo[1,2-a]pyridine-2-carboxamide